ethyl N-({6-chloro-5-[1-(1-ethoxyethyl)-1H-pyrazol-4-yl] pyrazin-2-yl}carbamothioyl)carbamate ClC1=C(N=CC(=N1)NC(=S)NC(OCC)=O)C=1C=NN(C1)C(C)OCC